Methyl-Pentandiol CC(CCCC)(O)O